methyl (4-nitrophenyl) (3-(nonyloxy)propyl) phosphate P(=O)(OC)(OC1=CC=C(C=C1)[N+](=O)[O-])OCCCOCCCCCCCCC